3-[[[(1S)-1-benzyl-2-(hydroxyamino)-2-oxo-ethyl]amino]methyl]benzoic acid C(C1=CC=CC=C1)[C@@H](C(=O)NO)NCC=1C=C(C(=O)O)C=CC1